2-(5-methoxypyrid-3-yl)-5-nitrobenzonitrile COC=1C=C(C=NC1)C1=C(C#N)C=C(C=C1)[N+](=O)[O-]